CC1=CC(=CC2=C1N=C(S2)NC(=O)C2CCN(CC2)S(=O)(=O)C=2C(=NC=CC2)F)C N-(4,6-dimethylbenzo[d]thiazol-2-yl)-1-((2-fluoropyridin-3-yl)sulfonyl)piperidine-4-carboxamide